Cl.NC(=O)N Urea-hydrochloride